1-Indoleacetic acid N1(C=CC2=CC=CC=C12)CC(=O)O